BrC1=CC(=C(C(=O)OC)C=C1)C methyl 4-bromo-2-methylbenzoate